1-(4-fluorothiophen-2-yl)methanamine FC=1C=C(SC1)CN